O1CCN(CC1)C1=CC(=NC=N1)NCC1CCC12CCN(CC2)C2=CC=CC=C2 6-Morpholino-N-((7-phenyl-7-azaspiro[3.5]nonan-1-yl)methyl)pyrimidin-4-amine